ethyl 2-(4-(dimethylamino)-7-isopropyl-1-oxopyrrolo[1,2-d][1,2,4]triazin-2(1H)-yl)acetate CN(C1=NN(C(C=2N1C=C(C2)C(C)C)=O)CC(=O)OCC)C